8-((2S,5R)-4-((4-cyanophenyl)(4-fluorophenyl)methyl)-2,5-dimethylpiperazin-1-yl)-5-(4-methoxybenzyl)-6-oxo-5,6-dihydro-1,5-naphthyridine-2-carbonitrile C(#N)C1=CC=C(C=C1)C(N1C[C@@H](N(C[C@H]1C)C1=CC(N(C=2C=CC(=NC12)C#N)CC1=CC=C(C=C1)OC)=O)C)C1=CC=C(C=C1)F